(4-((2,8-dimethyl-3-oxo-3,4-dihydroquinoxalin-6-yl)methyl)piperazin-1-yl)-2-fluorobenzonitrile CC1=NC2=C(C=C(C=C2NC1=O)CN1CCN(CC1)C=1C(=C(C#N)C=CC1)F)C